C1=C(C=CC2=CC=CC=C12)S(=O)(=O)N1C=CC=2C1=CN=CC2C2=CC=C(C#N)C=C2 4-[1-(Naphthalene-2-ylsulfonyl)-1H-pyrrolo[2,3-c]pyridin-4-yl]benzonitrile